FC1=CC=C(C=C1)F 1,4-Difluorobenzene